tert-Butyl 3-(((3-(6-chloro-1-(tetrahydro-2H-pyran-2-yl)-4-(4,4,5,5-tetramethyl-1,3,2-dioxaborolan-2-yl)-1H-indazol-5-yl)propoxy)carbonyl)amino)-3-methylazepane-1-carboxylate ClC1=C(C(=C2C=NN(C2=C1)C1OCCCC1)B1OC(C(O1)(C)C)(C)C)CCCOC(=O)NC1(CN(CCCC1)C(=O)OC(C)(C)C)C